C(C)(C)(C)OC(=O)N1C[C@@H](CCC1)N (3R)-3-aminopiperidine-1-carboxylic acid tert-butyl ester